FC(C1=C(C2=CC=CC=C2C=C1)N1C(C=CC1=O)=O)(F)F 1-(2-trifluoromethylnaphthalen-1-yl)-1H-pyrrole-2,5-dione